BrC1=C(C2=CC=C(C=C2CC1)OC(C)(C)C)C1=CC=C(C=C1)O 4-(2-bromo-6-(tert-butoxy)-3,4-dihydronaphthalen-1-yl)phenol